(2S)-1-{2-[4-({[(4-methoxyphenyl)methyl]amino}carbonylamino)phenyl]acetyl}pyrrolidine-2-carboxamide COC1=CC=C(C=C1)CNC(=O)NC1=CC=C(C=C1)CC(=O)N1[C@@H](CCC1)C(=O)N